OC1(CC=2N(CC1)N=NC2)C(=O)OCC ethyl 5-hydroxy-4,5,6,7-tetrahydro-[1,2,3]triazolo[1,5-a]pyridine-5-carboxylate